NC=1C(N(C=CC1)CC=1SC2=C(N1)C=CC=C2COC2=C(C=C(C=C2)F)F)=O 3-amino-1-((7-((2,4-difluorophenoxy)methyl)benzo[d]thiazol-2-yl)methyl)pyridin-2(1H)-one